BrC=1OC2=C(C1)C=C1C(=C2)OCC(=CC1)C 2-bromo-7-methyl-5,8-dihydrooxepino[3,2-f]benzofuran